CNC(CN1N=CC(=C1)C1=CN(C(C=C1C1=CC=CC=C1)=O)C)=O N-methyl-2-(4-(1-methyl-6-oxo-4-phenyl-1,6-dihydro-pyridin-3-yl)-1H-pyrazol-1-yl)acetamide